(S)-1-phenyl-1-benzyl-3-(3-methylpyridin-2-yl)propadiene C1(=CC=CC=C1)C(=C=CC1=NC=CC=C1C)CC1=CC=CC=C1